ClC1=CC(=C(C=C1C)C=1NC(C=2N(C1)N=C(C2C2CC2)C(=O)OCC)=O)F Ethyl 6-(4-chloro-2-fluoro-5-methylphenyl)-3-cyclopropyl-4-oxo-4,5-dihydropyrazolo[1,5-a]-pyrazine-2-carboxylate